5-((10-hydroxydecyloxy)carbonyl)furan-2-carboxylic acid OCCCCCCCCCCOC(=O)C1=CC=C(O1)C(=O)O